C(N)(=O)C(C)C1C[C@@H](N(C1)C(=O)OC(C)(C)C)C1=C(C(=CC=C1OCOC)Cl)Cl tert-butyl (2R)-4-(1-carbamoylethyl)-2-[2,3-dichloro-6-(methoxymethoxy)phenyl]pyrrolidine-1-carboxylate